CC1=C2OC=3C(=CC(=CC3C(C2=CC=C1C)=O)S(=O)(=O)O)CC(=O)O 2-(5,6-dimethyl-9-oxo-2-sulfo-9H-xanthene-4-yl)acetic acid